(S)-ethyl 2-(tert-butoxy)-2-(7-(4-chlorophenyl)-5-methyl-2-(1-methyl-3-(2-azaspiro[3.4]octan-2-yl)-1H-indazol-5-yl)benzo[d]thiazol-6-yl)acetate C(C)(C)(C)O[C@H](C(=O)OCC)C1=C(C2=C(N=C(S2)C=2C=C3C(=NN(C3=CC2)C)N2CC3(C2)CCCC3)C=C1C)C1=CC=C(C=C1)Cl